NC1=NC=2C(=C3CCN(CC3=CC2)C(=O)OC(C)(C)C)N1C[C@@H](CCCOC1=C(C=NN1C)C1=CC(=CN(C1=O)C)C(=O)OC)C methyl 5-(5-{[(4R)-4-{[2-amino-7-(tert-butoxycarbonyl)-6H,8H,9H-imidazo[4,5-f]isoquinolin-1-yl] methyl} pentyl] oxy}-1-methylpyrazol-4-yl)-1-methyl-6-oxopyridine-3-carboxylate